C(C)OC=1C(=NC=CC1)OC=1C=C(C=CC1)C1=CN=CC(=N1)NC(CC1=CC=C(OC(C(=O)O)(C)C)C=C1)=O 2-(4-(2-((6-(3-((3-ethoxypyridin-2-yl)oxy)phenyl)pyrazin-2-yl)amino)-2-oxoethyl)phenoxy)-2-methylpropanoic acid